(±)-Ethyl-3-(6-((4-(tert-butyl)phenyl)thio)-9H-purin-9-yl)-4-hydroxytetrahydrothiophene-3-carboxylate C(C)OC(=O)C1(CSCC1O)N1C2=NC=NC(=C2N=C1)SC1=CC=C(C=C1)C(C)(C)C